C(C)OCCOCCOC1=CC=C(C=C1)C[C@H](C(=O)[O-])OS(=O)(=O)C |r| racemic-3-{4-[2-(2-ethoxyethoxy) ethoxy] phenyl}-2-[(methanesulfonyl)oxy]propanoate